N[C@H](CC1=CC=C(C=C1)O)C(=O)O (D)-tyrosine